[3-(2,3-dihydro-1,4-benzoxazin-4-ylcarbamoyl)-8-(2,3,5-trifluorophenyl)-4-quinolinyl]boronic acid O1CCN(C2=C1C=CC=C2)NC(=O)C=2C=NC1=C(C=CC=C1C2B(O)O)C2=C(C(=CC(=C2)F)F)F